C(#N)C1=C(C=CC=C1)CN1N=C(C(=C1)F)C(=O)N[C@@H]1C(N(C2=C(OC1)C=CC=N2)C)=O (S)-1-(2-cyanophenylmethyl)-4-fluoro-N-(5-methyl-4-oxo-2,3,4,5-tetrahydropyrido[3,2-b][1,4]oxazepin-3-yl)-1H-pyrazole-3-carboxamide